4-[(3-fluoropyridin-2-yl)amino]-5-(2-methoxyethoxy)-6-oxopyran-2-carboxylic acid FC=1C(=NC=CC1)NC=1C=C(OC(C1OCCOC)=O)C(=O)O